2,2-bis(4-hydroxybutoxy)-1,1'-binaphthyl OCCCCOC1(C(=C2C=CC=CC2=CC1)C1=CC=CC2=CC=CC=C12)OCCCCO